C(C=C)(=O)N1CCC(CC1)C1CCN2C1=NC(=C2C(=O)N)C2=CC=C(C=C2)OC2=CC=CC=C2 7-(1-acryloylpiperidin-4-yl)-2-(4-phenoxyphenyl)-6,7-dihydro-5H-pyrrolo[1,2-a]imidazole-3-carboxamide